COC(=O)C1=CC=CC=2N(C(=NC21)C)CC(=O)O 2-(4-(methoxycarbonyl)-2-methyl-1H-benzo[d]imidazol-1-yl)acetic acid